[Na].OC1[C@H](O)[C@@H](O)[C@H](O)[C@H](O1)CO D-glucopyranose sodium salt